5-amino-N,N'-bis(2,3-dihydroxypropyl)-2,4,6-triiodo-1,3-benzenedicarboxamide C(C(CO)O)NC(=O)C1=C(C(=C(C(=C1I)N)I)C(=O)NCC(CO)O)I